tetramethylenedi-lithium [Li]CCCC[Li]